cis-2-[(2,6-dichloro-4-pyridinyl)-difluoro-methyl]-6-methyl-morpholine-4-carboxylic acid tert-butyl ester C(C)(C)(C)OC(=O)N1C[C@H](O[C@H](C1)C)C(F)(F)C1=CC(=NC(=C1)Cl)Cl